1-((4aS,8R,8aR)-1-(2-(3,4-dichlorophenyl)acetyl)-8-(pyrrolidin-1-yl)octahydro-4H-pyrano[3,4-b]pyrazin-4-yl)-2-hydroxy-2-methylpropan-1-one ClC=1C=C(C=CC1Cl)CC(=O)N1[C@H]2[C@H](N(CC1)C(C(C)(C)O)=O)COC[C@@H]2N2CCCC2